C(\C(\C)=C/C)(=O)OC(\C(\C)=C/C)=O cis-angelic anhydride